5-[(acetoxy)methoxy]-6-chloro-4-(2,7-dimethyl-1-naphthyl)-2-methyl-3(2H)-pyridazinone C(C)(=O)OCOC1=C(C(N(N=C1Cl)C)=O)C1=C(C=CC2=CC=C(C=C12)C)C